IC=1C(=NNC1C(=O)OCC)C1(CC1)C Ethyl 4-iodo-3-(1-methylcyclopropyl)-1H-pyrazole-5-carboxylate